C(C)OC(=O)C1CC(CCC1)N1N=C(C(=C1N)C#N)C1=CC=C(C=C1)Br 3-[5-amino-3-(4-bromophenyl)-4-cyano-pyrazol-1-yl]Cyclohexanecarboxylic acid ethyl ester